2,4,6-triiodobenzyl alcohol IC1=C(CO)C(=CC(=C1)I)I